5-amino-3-(5-fluoro-4-methoxy-2-phenylquinolin-7-yl)-1-((1s,3s)-3-hydroxy-3-methylcyclobutyl)-1H-pyrazole-4-carboxamide NC1=C(C(=NN1C1CC(C1)(C)O)C1=CC(=C2C(=CC(=NC2=C1)C1=CC=CC=C1)OC)F)C(=O)N